2-(2,6-dioxopiperidin-3-yl)-5-fluoro-6-(4-(piperidin-4-ylmethyl)piperazin-1-yl)isoindoline-1,3-dione O=C1NC(CCC1N1C(C2=CC(=C(C=C2C1=O)F)N1CCN(CC1)CC1CCNCC1)=O)=O